(4-bromo-6-chloro-2-pyridyl)methyl methanesulfonate CS(=O)(=O)OCC1=NC(=CC(=C1)Br)Cl